isopropyl 2-(4-(1-acetamidoethyl)-7-isopropyl-1-oxopyrrolo[1,2-d][1,2,4]triazin-2(1H)-yl)acetate C(C)(=O)NC(C)C1=NN(C(C=2N1C=C(C2)C(C)C)=O)CC(=O)OC(C)C